The molecule is a 1,4-benzodiazepinone compound having a 2-cyanoethyl substituent at the 1-position, a hydroxy substituent at the 3-position, a 2-fluorophenyl group at the 5-position and a chloro substituent at the 7-position, it has general properties similar to those of diazepam and has been used for the short-term management of sleep disorders. It has a role as a sedative and an anticonvulsant. It is a 1,4-benzodiazepinone and an organochlorine compound. C1=CC=C(C(=C1)C2=NC(C(=O)N(C3=C2C=C(C=C3)Cl)CCC#N)O)F